[Na+].NCCS(=O)(=O)[O-].NCCS(=O)(=O)[O-].[Na+] ditaurine sodium salt